C1CNCCC12CCC(CC2)C2=CC=C1C(=NN(C1=C2)C)C2C(NC(CC2)=O)=O 3-[6-(3-azaspiro[5.5]undecan-9-yl)-1-methyl-indazol-3-yl]piperidine-2,6-dione